CCCCCCCCCCCCCCCCCC(=O)OC[C@@H](COC(=O)CCCCCCCCCCCCCCC)OC(=O)CCCCCCC/C=C\\CCCCCCCC The molecule is a triacyl-sn-glycerol in which the acyl groups at positions 1, 2 and 3 are specifed as palmitoyl, oleoyl and stearoyl respectively. It derives from an octadecanoic acid, an oleic acid and a hexadecanoic acid.